3-bromo-5,7-dimethyladamantane-1-carboxylic acid BrC12CC3(CC(CC(C1)(C3)C)(C2)C)C(=O)O